2-(1-(6,7-dimethoxyquinolin-4-yl)piperidin-4-yl)propionitrile COC=1C=C2C(=CC=NC2=CC1OC)N1CCC(CC1)C(C#N)C